BrC1=C(C=CC=C1)S(=O)(=O)C1=C(C=O)C(=CC=C1)N1CCNCC1 2-((2-bromophenyl)sulfonyl)-6-(piperazin-1-yl)benzaldehyde